N(C1=CC=CC=C1)C1(CN(C1)C=1OC2=C(C=C(C=C2C(C1)=O)C)C(C)NC1=C(C(=O)O)C=CC=C1)C 2-[1-[2-(3-Anilino-3-methyl-azetidin-1-yl)-6-methyl-4-oxo-chromen-8-yl]ethylamino]benzoic acid